ClC=1C(=C(C=C2C=C(N=CC12)NC(=O)NC1CC1)C1=C(C2=C(OCCN2C(=O)OC(C)(C)C)N=C1)C)F tert-Butyl 7-(8-chloro-3-(3-cyclopropylureido)-7-fluoroisoquinolin-6-yl)-8-methyl-2,3-dihydro-1H-pyrido[2,3-b][1,4]oxazine-1-carboxylate